N=1SN=C2C1C=CC=C2S(=O)O 2,1,3-benzothiadiazole-4-sulfinic acid